methyl-2-benzyl-1,3-dioxo-2,3-dihydroimidazo[1,5-a]pyridine CC1C=CC=C2N1C(N(C2=O)CC2=CC=CC=C2)=O